5,6-di-hydroCytosine N1C(=O)N=C(N)CC1